ClC1N(C=C(N1C)Cl)C 2-chloro-1,3-dimethylimidazolyl chloride